tri(tertiarybutyl)phosphine C(C)(C)(C)P(C(C)(C)C)C(C)(C)C